2-amino-4,4'-biphenyldicarboxylic acid NC1=C(C=CC(=C1)C(=O)O)C1=CC=C(C=C1)C(=O)O